3-(4-(sec-butoxy)cyclohexyl)butanal C(C)(CC)OC1CCC(CC1)C(CC=O)C